FC1=C(C=C(C=C1)F)S(=O)(=O)NC1=CC(=C(C=C1)C1=NC(=C2C(=N1)NN=C2C)NCCN2CCCC2)C 2,5-difluoro-N-(3-methyl-4-(3-methyl-4-((2-(pyrrolidin-1-yl)ethyl)amino)-1H-pyrazolo[3,4-d]pyrimidin-6-yl)phenyl)benzenesulfonamide